tert-butyl 4-[[2,6-dimethoxy-4-[1-[(4-methoxyphenyl)methyl]-6-methyl-7-oxo-pyrazolo[3,4-c]pyridin-4-yl]phenyl]methyl]piperazine-1-carboxylate COC1=C(C(=CC(=C1)C=1C2=C(C(N(C1)C)=O)N(N=C2)CC2=CC=C(C=C2)OC)OC)CN2CCN(CC2)C(=O)OC(C)(C)C